C(C)(C)OC(CCNC=1N=NC2=C(N1)C=CC(=C2)COC(C2=CN=CC(=C2)C(F)(F)F)=O)=O 3-((3-isopropoxy-3-oxopropyl)amino)-7-(((5-(trifluoromethyl)nicotinoyl)oxy)methyl)benzo[e][1,2,4]triazine